N-allyl-5-((2-amino-3-fluoropyridin-4-yl)methyl)-2-((5-chloro-2-fluoro-4-iodophenyl)amino)-3,4-difluorobenzamide C(C=C)NC(C1=C(C(=C(C(=C1)CC1=C(C(=NC=C1)N)F)F)F)NC1=C(C=C(C(=C1)Cl)I)F)=O